6-(8-(pyrazolo[1,5-a]pyridin-7-ylsulfonyl)-8-azaspiro[4.5]dec-2-yl)-2-oxa-6-azaspiro[3.3]heptane N1=CC=C2N1C(=CC=C2)S(=O)(=O)N2CCC1(CCC(C1)N1CC3(COC3)C1)CC2